4-((4-(imidazo[1,2-c]pyrimidin-7-yloxy)-3-methylphenyl)amino)quinazoline N=1C=CN2C=NC(=CC21)OC2=C(C=C(C=C2)NC2=NC=NC1=CC=CC=C21)C